2-(3-((S)-cyclobutyl(4-methyl-4H-1,2,4-triazol-3-yl)methyl)phenyl)-6-(1-((R)-4,4-difluoro-3-methylpiperidin-1-yl)ethyl)-4-(trifluoromethyl)isoindolin-1-one C1(CCC1)[C@@H](C=1C=C(C=CC1)N1C(C2=CC(=CC(=C2C1)C(F)(F)F)C(C)N1C[C@H](C(CC1)(F)F)C)=O)C1=NN=CN1C